OS(=O)(=O)C(F)(F)F.NC1=CC=CC=C1 aniline-triflate